BrC1=NN(C2=C1N=C(N=C2O)NC(=O)OC)CC2=C(C=C(C(=O)OC)C=C2)OC(F)F methyl 4-((3-bromo-7-hydroxy-5-((methoxycarbonyl)amino)-1H-pyrazolo[4,3-d]pyrimidin-1-yl)methyl)-3-(difluoromethoxy)benzoate